3-[[4-[[1-[[6-[cyclobutyl(methyl)amino]pyrazin-2-yl]methylamino]-3,3-dimethyl-cyclopentyl]methoxy]-6-(2,6-dimethylphenyl)pyrimidin-2-yl]sulfamoyl]benzoic acid C1(CCC1)N(C1=CN=CC(=N1)CNC1(CC(CC1)(C)C)COC1=NC(=NC(=C1)C1=C(C=CC=C1C)C)NS(=O)(=O)C=1C=C(C(=O)O)C=CC1)C